N1N=C(C=C1)C1=C(C=CC=C1)C(CC)=O ortho-pyrazolyl-propiophenone